ClC1=C(CN=C=N)C=C(C=C1)Cl dl-2,5-dichlorobenzyl-carbodiimide